ClC1=C(C=CC(=C1)C)C#CCCO 4-(2-chloro-4-methylphenyl)butan-3-yn-1-ol